FC(C(=O)OCC(F)F)(F)F 2,2-difluoroethyl trifluoroacetate